tert-butyl (2R,3S,4S)-4-[(tert-butoxycarbonyl)oxy]-2-[(4-methoxyphenyl)methyl]-3-{[(4-nitrophenyl)carbamoyl]oxy}pyrrolidine-1-carboxylate C(C)(C)(C)OC(=O)O[C@@H]1[C@H]([C@H](N(C1)C(=O)OC(C)(C)C)CC1=CC=C(C=C1)OC)OC(NC1=CC=C(C=C1)[N+](=O)[O-])=O